Acetic acid (7R,8R)-7-(2,4,6-trimethylbenzylsulfanyl)-1,4-dioxa-spiro[4.5]dec-8-yl ester CC1=C(CS[C@@H]2CC3(OCCO3)CC[C@H]2OC(C)=O)C(=CC(=C1)C)C